4-((2,4-dioxo-3-(2-phenylpropyl)-3,4-dihydroquinazolin-1(2H)-yl)methyl)-N-hydroxybenzamide O=C1N(C2=CC=CC=C2C(N1CC(C)C1=CC=CC=C1)=O)CC1=CC=C(C(=O)NO)C=C1